6-((4-(azidomethyl)benzyl)-oxy)-9H-purin-2-amine N(=[N+]=[N-])CC1=CC=C(COC2=C3N=CNC3=NC(=N2)N)C=C1